tetrahydrobenzo[c]isoxazole N1OCC2C1=CC=CC2